C(C)(C)(C)OC(CC(=O)NCC1=CC=CC=C1)=O.NC1=CC=C(OC2=C(C=CC=C2)C2=CC(=CC=C2)C2=C(C=CC=C2)OC2=CC=C(C=C2)N)C=C1 1,3-bis(4-aminophenoxyphenyl)benzene tert-butyl-3-(benzylamino)-3-oxopropionate